ClC=1C=C(C(=NC1)OC)[C@@]1(CNC2=C1C=NC(=C2)C(F)(F)F)C (3R)-3-(5-chloro-2-methoxypyridin-3-yl)-3-methyl-6-(trifluoromethyl)-1H-pyrrolo[3,2-c]pyridin